N-(4-acetylbenzylidene)-4-methylbenzenesulfonamide C(C)(=O)C1=CC=C(C=NS(=O)(=O)C2=CC=C(C=C2)C)C=C1